tetrahydropyranoyl chloride O1C(CCCC1)C(=O)Cl